C(=O)OC(C)(CCCC(C=C)C)C 2,6-dimethyloct-7-en-2-ol formate